2'-(3-fluoropyridin-4-yl)-5',6'-dihydro-1'H-spiro[azetidine-3,7'-pyrrolo[3,2-c]pyridin]-4'-one FC=1C=NC=CC1C1=CC=2C(NCC3(C2N1)CNC3)=O